5-(1-(2,2-difluoroethyl)-2-methyl-1H-benzo[d]imidazol-6-yl)-4-methoxy-N-(1-(2,2,2-trifluoroethyl)piperidin-4-yl)pyrrolo[2,1-f][1,2,4]triazin-2-amine FC(CN1C(=NC2=C1C=C(C=C2)C=2C=CN1N=C(N=C(C12)OC)NC1CCN(CC1)CC(F)(F)F)C)F